2-(2-(2-(4-(6,8-dichloro-2-methyl-1,2,3,4-tetrahydroisoquinolin-4-yl)phenylsulfonylamino)ethoxy)ethylcarbamoyl)benzenesulfonic acid ClC=1C=C2C(CN(CC2=C(C1)Cl)C)C1=CC=C(C=C1)S(=O)(=O)NCCOCCNC(=O)C1=C(C=CC=C1)S(=O)(=O)O